5-(2-methoxyanilino)-7-[(4-methoxyphenyl)methyl-amino]-N-[rac-1-methyl-2-oxo-pyrrolidin-3-yl]pyrazolo[1,5-a]pyrimidine-3-carboxamide COC1=C(NC2=NC=3N(C(=C2)NCC2=CC=C(C=C2)OC)N=CC3C(=O)N[C@H]3C(N(CC3)C)=O)C=CC=C1 |r|